(E)-prop-1-en-1-yl-magnesium bromide C(=C\C)/[Mg]Br